ClC1=C(C(=CC(=C1)O)F)N=C(N)C1=C(C=2N(N=C1)C=C(C2)C2=C(C=C(C=C2)OC)C)NC2C[C@H]1CC[C@@H](C2)N1CCC#N N'-(2-chloro-6-fluoro-4-hydroxy-phenyl)-4-[[(1R,5S)-8-(2-cyanoethyl)-8-azabicyclo[3.2.1]octan-3-yl]amino]-6-(4-methoxy-2-methyl-phenyl)pyrrolo[1,2-b]pyridazine-3-carboxamidine